N,N-dibutyl-3-oxobutanamide CCCCN(CCCC)C(=O)CC(=O)C